tert-butyl (R)-3-(((5-cyano-2-cyclopropylpyrimidin-4-yl)amino)methyl)pyrrolidine-1-carboxylate C(#N)C=1C(=NC(=NC1)C1CC1)NC[C@@H]1CN(CC1)C(=O)OC(C)(C)C